4-(tert-butyl)-N-(4-(1-methyl-1H-indazol-5-yl)-3-(2H-tetrazol-5-yl)phenyl)piperidine C(C)(C)(C)C1CCN(CC1)C1=CC(=C(C=C1)C=1C=C2C=NN(C2=CC1)C)C=1N=NNN1